FC1=C(C=CC(=C1)C(F)(F)F)C=C1CC2(CN(C2)C(=O)OC(C)(C)C)C1 tert-butyl 6-[[2-fluoro-4-(trifluoromethyl)phenyl] methylene]-2-azaspiro[3.3]heptane-2-carboxylate